1-(4-hydroxyphenyl)-3-(3-tolyl)-2-propen-1-one OC1=CC=C(C=C1)C(C=CC=1C=C(C=CC1)C)=O